C(C1=CC=CC=C1)N1C2=CCCC1CCC2 9-benzyl-9-azabicyclo[3.3.1]nonene